2-(4-chloro-3-fluoro-phenoxy)-N-[1-[5-(3,3-difluoro-1-methyl-propyl)-1,3,4-oxadiazol-2-yl]-3-bicyclo[1.1.1]pentanoyl]acetamide ClC1=C(C=C(OCC(=O)NC(=O)C23CC(C2)(C3)C=3OC(=NN3)C(CC(F)F)C)C=C1)F